NC1=C2C(=NC=N1)N(N=C2C2=CC=C(C=C2)CNC(C2=C(C=CC(=C2)F)OC)=O)C(CN(C(=O)N2N=CN=C2)C)CC2=NC=CC=C2 N-(2-(4-amino-3-(4-((5-fluoro-2-methoxybenzamido)methyl)phenyl)-1H-pyrazolo[3,4-d]pyrimidin-1-yl)-3-(pyridin-2-yl)propyl)-N-methyl-1H-1,2,4-triazole-1-carboxamide